C(C1=CC=CC=C1)C=1NC(=NN1)C=1C=C(OC2=CC=C3C(=N2)C(=CN3)CO)C=CC1 (5-(3-(5-Benzyl-4H-1,2,4-triazol-3-yl)phenoxy)-1H-pyrrolo[3,2-b]pyridin-3-yl)methanol